FC=1C=C(C=CC1N1CCN(CC1)C1=CC=C(C=C1)OC)NC(=O)NN N-(3-fluoro-4-(4-(4-methoxyphenyl)piperazin-1-yl)phenyl)hydrazinecarboxamide